C\C=C/C cis-trans-2-butene